ClC1=C(CNC(=O)C2C=3C=CC=NC3C(CC2)=O)C=CC(=C1)Cl N-(2,4-dichlorobenzyl)-8-oxo-5,6,7,8-tetrahydroquinoline-5-carboxamide